ClC=1C=CC2=C(N=C(O2)C23CC(C2)(C3)NC(=O)C=3OC(=CC3)NS(=O)(=O)C)C1 N-[3-(5-chloro-1,3-benzoxazol-2-yl)-1-bicyclo[1.1.1]pentanyl]-5-[(R)-methylsulfonylamino]furan-2-carboxamide